2,2'-(1,3-phenylene)dipropan C1(=CC(=CC=C1)C(C)C)C(C)C